N[C@@H](CO)COCCCCCCCCCCCCCCCCCC (S)-2-amino-3-(octadecyloxy)propan-1-ol